ClC=1C=C(C=CC1)NC(CSC=1OC(=NN1)C1=NNC(C1)(C(F)(F)F)C1=CC(=CC(=C1)Cl)Cl)=O N-(3-chlorophenyl)-2-((5-(5-(3,5-dichlorophenyl)-5-(trifluoromethyl)-4,5-dihydro-1H-pyrazol-3-yl)-1,3,4-oxadiazol-2-yl)thio)acetamide